NCCOC1=CC=C2C=C(C(=C(C2=C1)F)N1CC(NS1(=O)=O)=O)OCC1=CC=CC=C1 5-[7-(2-aminoethoxy)-3-benzyloxy-1-fluoro-2-naphthyl]-1,1-dioxo-1,2,5-thiadiazolidin-3-one